3-chloro-8H-pyrano[3,4-b]pyridin-8-one ClC=1C=C2C(=NC1)C(OC=C2)=O